C(C=C)(=O)OCCCCP(=O)=C(O)C[N+](C)(C)C Acryloyl-Oxybutylphosphorylcholine